ethyl 4-(2,4,5-trifluorophenyl)-3-oxobutanoate FC1=C(C=C(C(=C1)F)F)CC(CC(=O)OCC)=O